The molecule is a flavonolignan isolated from the stems of Sinocalamus affinis. It has a role as a plant metabolite. It is a flavonolignan, a dimethoxybenzene, a polyphenol, a primary alcohol and a secondary alcohol. COC1=CC(=CC(=C1O[C@@H](CO)[C@H](C2=CC(=C(C=C2)O)OC)O)OC)C3=CC(=O)C4=C(C=C(C=C4O3)O)O